2-(4-Amino-2-oxoindolin-3-yl)acetic acid ethyl ester C(C)OC(CC1C(NC2=CC=CC(=C12)N)=O)=O